3-(3,5-dichloro-2-fluoro-4-(4-hydroxy-3-isopropylbenzyl)phenyl)propionyl chloride ClC=1C(=C(C=C(C1CC1=CC(=C(C=C1)O)C(C)C)Cl)CCC(=O)Cl)F